C(=O)C1=CC=C(C=C1)C1=CC=C(C=C1)N1C2C=CC(=CC2SC2C=C(C=CC12)C1=CC=C(C=O)C=C1)C1=CC=C(C=O)C=C1 4,4'-(10-(4'-formyl-[1,1'-biphenyl]-4-yl)-4a,5a,9a,10a-tetrahydro-10H-phenothiazine-3,7-diyl)dibenzoaldehyde